1-((3S,4R)-4-(3,4-difluorophenyl)-1-(2-methoxyethyl)pyrrolidin-3-yl)-3-(1-methyl-3-(5-methylpyrazin-2-yl)-1H-pyrazol-5-yl)urea FC=1C=C(C=CC1F)[C@H]1[C@@H](CN(C1)CCOC)NC(=O)NC1=CC(=NN1C)C1=NC=C(N=C1)C